(1R,2S,5S)-N-{(1S)-Cyano-2-[(3S)-2-oxopyrrolidin-3-yl]ethyl}-6,6-dimethyl-3-[3-methyl-N-(trifluoroacetyl)-L-valyl]-3-azabicyclo[3.1.0]hexane-2-carboxamide C(#N)C(CNC(=O)[C@@H]1[C@H]2C([C@H]2CN1C([C@@H](NC(C(F)(F)F)=O)C(C)(C)C)=O)(C)C)[C@H]1C(NCC1)=O